N-Boc-L-alpha-phenylglycinol C(=O)(OC(C)(C)C)N[C@H](CO)C1=CC=CC=C1